4-oxo-2,3-dihydro-1H-quinoline-8-carbonitrile O=C1CCNC2=C(C=CC=C12)C#N